6-(1-methyl-1H-imidazol-5-yl)-N-(pyridin-3-yl)pyridine-2-carboxamide CN1C=NC=C1C1=CC=CC(=N1)C(=O)NC=1C=NC=CC1